C(C)(C)(C)OC(=O)N1C(CCC1)C=1C=C(C=C2CCN(CC12)C(C(C)(C)O)=O)C=1C=C2C(=NC1)NC=C2Cl 2-(6-(3-chloro-1H-pyrrolo[2,3-b]pyridin-5-yl)-2-(2-hydroxy-2-methylpropanoyl)-1,2,3,4-tetrahydroisoquinolin-8-yl)pyrrolidine-1-carboxylic acid tert-butyl ester